O=C1NC(CCC1N1C2=C(C3=CC(=CC=C13)CCCOCCOCCNC(OC(C)(C)C)=O)C=CC=N2)=O tert-butyl (2-(2-(3-(9-(2,6-dioxopiperidin-3-yl)-9H-pyrido[2,3-b]indol-6-yl)propoxy)ethoxy)ethyl)carbamate